(1,3-dimethyl-butylidene)-(2,2-dimethyl-4-triethoxysilanyl-butyl)-amine CC(CC(C)C)=NCC(CC[Si](OCC)(OCC)OCC)(C)C